C(CCCCCCCCCCCCCCC(C)C)OC(CCCCCCCCCCCCCCCCCCCCC)=O Isostearyl-behenat